[C@@H]1([C@H](O)[C@@H](O)[C@@H](O)[C@H](O1)CO)O[C@H]1[C@@H](C(CO)(O)O[C@@H]1CO)O 4-O-β-D-galactopyranosyl-D-fructofuranose